7-chloro-8-methyl-2-(methylsulfanyl)-4-({[1,2,4]triazolo[1,5-a]pyridin-6-ylmethyl}amino)pyrano[4,3-d]pyrimidin-5-one ClC1=C(C=2N=C(N=C(C2C(O1)=O)NCC=1C=CC=2N(C1)N=CN2)SC)C